C(CCCCCCCCCCCCC)(=O)N(C)CC(=O)[O-].[Na+] Natrium Myristoylsarcosinat